2-hydroxy-2-methyl-1-(z-phenyl)-1-propanone OC(C(=O)C1=CC=CC=C1)(C)C